CC1=CN(C2=CC=C(C=C12)C1CCNCC1)C1C(NC(CC1)=O)=O 3-[3-methyl-5-(4-piperidinyl)indol-1-yl]piperidine-2,6-dione